C1N(CCC2=CN=CC=C12)CC1=CC(=C2CN(C(C2=C1)=O)C1=CC(=CC=C1)C1(COC1)CC1=NN=CN1C)C(F)(F)F 6-((3,4-dihydro-2,6-naphthyridin-2(1H)-yl)methyl)-2-(3-(3-((4-methyl-4H-1,2,4-triazol-3-yl)methyl)oxetan-3-yl)phenyl)-4-(trifluoromethyl)isoindolin-1-one